N-(3-aminopropyl)-L-valine methyl ester COC([C@@H](NCCCN)C(C)C)=O